5-chloro-N-((5-cyclopropyl-1H-indazol-4-yl)methyl)thiophene-3-carboxamide ClC1=CC(=CS1)C(=O)NCC1=C2C=NNC2=CC=C1C1CC1